N,N-dimethyl-N-acryloylethoxy-N-(3-sulfopropyl)-ammonium C[N+](CCCS(=O)(=O)O)(OCCC(C=C)=O)C